2,3,5,6-tetramethyl-1,4-phenylenediamine CC1=C(C(=C(C(=C1C)N)C)C)N